3,5-diaminobenzoic acid dodecyl ester C(CCCCCCCCCCC)OC(C1=CC(=CC(=C1)N)N)=O